2-(4-{(R)-1-[(1s,2s)-1-(6-iodo-1H-benzoimidazol-2-yl)-2-phenyl-propyl]-2,5-dioxo-imidazolin-4-yl}-phenoxy)-N,N-dimethyl-acetamide IC=1C=CC2=C(NC(=N2)[C@H]([C@@H](C)C2=CC=CC=C2)N2C(N[C@@H](C2=O)C2=CC=C(OCC(=O)N(C)C)C=C2)=O)C1